6-Chloro-9-ethyl-8-(4-methoxy-phenyl)-9H-pyrido[3,4-b]indole ClC=1C=C2C3=C(N(C2=C(C1)C1=CC=C(C=C1)OC)CC)C=NC=C3